C(CC)OCCC1=C(C=2C3=CC=C(C=4C(=CC=C(C5=CC=C(C(=C1C(O)=N)C52)C(O)=N)C43)C(=O)O)C(=O)O)CCOCCC bis(propoxyethyl)perylene-3,4,9,10-tetracarboxylic acid diimine